2-hydroxyethyl 2-phenylacrylate C1(=CC=CC=C1)C(C(=O)OCCO)=C